5-chloro-2-(4-formylphenyl)-2H-indazole-7-carboxamide ClC1=CC2=CN(N=C2C(=C1)C(=O)N)C1=CC=C(C=C1)C=O